4-((3S,5S)-3-amino-5-hydroxypiperidin-1-yl)-5-fluoro-2,3-dimethyl-1H-indole N[C@@H]1CN(C[C@H](C1)O)C1=C2C(=C(NC2=CC=C1F)C)C